butyl-N,N-dimethylamine C(CCC)N(C)C